C1=CC(=CC=C1CCC(=O)C2=C(C=C(C=C2O[C@H]3[C@@H]([C@H]([C@@H]([C@H](O3)CO)O)O)O)O)O)O The molecule is an aryl beta-D-glucoside that is phloretin attached to a beta-D-glucopyranosyl residue at position 2' via a glycosidic linkage. It has a role as a plant metabolite and an antioxidant. It is an aryl beta-D-glucoside, a member of dihydrochalcones and a monosaccharide derivative. It derives from a phloretin.